NC1CCN(CC1)C1=C(C(=NC=C1C1=CC(=CC(=C1)C)F)N)C1=NC2=C(N1)C=CC(=C2)OC(F)(F)F 4-(4-aminopiperidin-1-yl)-5-(3-fluoro-5-methylphenyl)-3-[5-(trifluoromethoxy)-1H-1,3-benzodiazol-2-yl]pyridin-2-amine